tert-butyl 2-(hydroxymethyl)-5,5-dimethylmorpholine-4-carboxylate OCC1CN(C(CO1)(C)C)C(=O)OC(C)(C)C